8-chloro-1-(6,8-difluoro-2-(((2S,7aR)-2-fluorotetrahydro-1H-pyrrolizin-7a(5H)-yl)methoxy)-4-((1S,5R)-1-methyl-3,8-diaza-bicyclo[3.2.1]octan-3-yl)quinazolin-7-yl)isoquinolin-3-amine ClC=1C=CC=C2C=C(N=C(C12)C1=C(C=C2C(=NC(=NC2=C1F)OC[C@@]12CCCN2C[C@H](C1)F)N1C[C@@]2(CC[C@H](C1)N2)C)F)N